5-(4-cyclopropyl-1-methyl-1H-1,2,3-triazol-5-yl)pyridin methyl-(E)-3-(3-(6-Cyclopropyl-2-(trifluoromethyl)pyrimidin-4-yl)-1H-1,2,4-triazol-1-yl)-2-(pyrimidin-5-yl)acrylate COC(\C(=C\N1N=C(N=C1)C1=NC(=NC(=C1)C1CC1)C(F)(F)F)\C=1C=NC=NC1)=O.C1(CC1)C=1N=NN(C1C=1C=CC=NC1)C